CN(C1=C(C=CC=C1)C1CCN(CC1)C1=NC(=NC2=CC=C(C=C12)N(C)CCOC)C1(CC1)C)C [4-[4-(2-dimethylamino-phenyl)-piperidin-1-yl]-2-(1-methyl-cyclopropyl)-quinazolin-6-yl]-(2-methoxy-ethyl)-methyl-amine